OC=C(C(=O)N[C@H]1[C@@H](C1)C1=CC=CC=C1)C1=CC=C(C=C1)OC[C@H](CCC)C (2S)-3-Hydroxy-2-{4-[(2-methylpentyl)oxy]phenyl}-N-[(1R,2S)-2-phenylcyclopropyl]propenamide